1,3,6,9-tetraoxa-2-thiaundecane-2,2-dioxide OS(OCCOCCOCC)(=O)=O